1H-benzo[7,8]thioxantheno[2,1,9-def]isoquinoline-1,3(2H)-dione C1(NC(C2=C3C=4C(=CC=C13)C1=C3C(=CC=C1SC4C=C2)C=CC=C3)=O)=O